4,5-difluoro-1H-benzo[d]imidazole-6-carboxylic acid FC1=C(C(=CC=2NC=NC21)C(=O)O)F